tert-butyl (6-bromo-2,3-dihydro-1H-inden-1-yl)carbamate BrC1=CC=C2CCC(C2=C1)NC(OC(C)(C)C)=O